CN1N=CC(=C1)N\C(\C)=C\1/C(NC2=CN=C(C=C21)C2=CN=CC1=C2OCC(N1)=O)=O (Z)-8-(3-(1-((1-Methyl-1H-pyrazol-4-yl)amino)ethylidene)-2-oxo-2,3-dihydro-1H-pyrrolo[2,3-c]pyridin-5-yl)-2H-pyrido[4,3-b][1,4]oxazin-3(4H)-one